NC1=C(C=C(C=C1)N1CCN(CC1)C(=O)OCC1=CC=CC=C1)N(C(=O)OC(C)(C)C)C(=O)OC(C)(C)C 2-methylpropan-2-yl [(2-amino-5-{4-[(benzyloxy)carbonyl]piperazin-1-yl}phenyl){[(2-methylprop-2-yl)oxy]carbonyl}amino]methanoate